S1C=2N(C=C1)N=CC2C(=O)N2CC1(C2)CC(C1)NC(=O)NC1=CC(=CC=C1)CC(F)(F)F 1-(2-(pyrazolo[5,1-b]thiazole-7-carbonyl)-2-azaspiro[3.3]heptan-6-yl)-3-(3-(2,2,2-trifluoroethyl)phenyl)urea